BrC1=C(C=C(C#N)C=C1)C=1N(C=CN1)C 4-bromo-3-(1-methylimidazol-2-yl)benzonitrile